methyl 5-(imino (methylsulfanyl) methyl)-2,4-dimethylbenzoate N=C(C=1C(=CC(=C(C(=O)OC)C1)C)C)SC